FC1=C(C(=O)N2CCN(CC2)C2=NC=C(C#N)C=C2)C=C(C=C1)CC1=NNC(C2=CC=C(C=C12)OCC(F)(F)F)=O 6-(4-(2-fluoro-5-((4-oxo-7-(2,2,2-trifluoroethoxy)-3,4-dihydrophthalazin-1-yl)methyl)benzoyl)piperazin-1-yl)nicotinonitrile